CC=1C=NNC1[C@@H]1[C@@H](N(CCC1)C(=O)OC)CO[C@@H]1CC[C@@H](CC1)C1=CC=CC=C1 methyl (CIS)-3-(4-methyl-1H-pyrazol-5-yl)-2-((((CIS)-4-phenylcyclohexyl)-oxy)methyl)-piperidine-1-carboxylate